ethyl (1S,3S,5R)-5-((pent-4-en-1-yloxy)methyl)-2-azabicyclo[3.1.0]hexane-3-carboxylate hydrochloride Cl.C(CCC=C)OC[C@@]12C[C@H](N[C@H]2C1)C(=O)OCC